C1(=CC=CC=C1)CCCCC=C 6-phenylhex-1-ene